ClC(CC1=C(C=CC=C1OCCCN1CCOCC1)C1=CC=CC=C1)CC 2-chloro-2'-butyl-3'-(3-morpholinopropoxy)-[1,1'-biphenyl]